(4-(5-aminoisoxazol-3-yl)piperidin-1-yl)(3,4-dichlorophenyl)methanone NC1=CC(=NO1)C1CCN(CC1)C(=O)C1=CC(=C(C=C1)Cl)Cl